CCN(CC1=CC(=CC=C1)S(=O)(=O)[O-])C2=CC=C(C=C2)C(=C3C=CC(=[N+](CC)CC4=CC(=CC=C4)S(=O)(=O)[O-])C=C3)C5=CC=C(C=C5)S(=O)(=O)[O-].[Na+].[Na+] The molecule is an organic sodium salt having 3-[(ethyl{4-[(4-{ethyl[(3-sulfonatophenyl)methyl]amino}phenyl)(4-sulfonatophenyl)methylidene]cyclohexa-2,5-dien-1-ylidene}azaniumyl)methyl]benzene-1-sulfonate as the counterion. It is the standard dye in North American for staining collagen and is also used extensively in plant histology. It has a role as a histological dye. It contains an acid green 5(2-).